BrC1=C(C=C(C=C1C)C=C)C 2-bromo-1,3-dimethyl-5-vinylbenzene